ClC1=C(CN2N=CC(=C2)B2OC(C(O2)(C)C)(C)C)C=CC=C1 1-(2-chlorobenzyl)-4-(4,4,5,5-tetramethyl-1,3,2-dioxaborolan-2-yl)-1H-pyrazole